C(#N)C1(CC1)NS(=O)(=O)C=1C=C(C=2N(C1)C(=CN2)C=2SC(=NN2)C(F)F)N2C[C@@H](OC[C@@H]2C)C N-(1-cyanocyclopropyl)-3-(5-(difluoromethyl)-1,3,4-thiadiazol-2-yl)-8-((2S,5S)-2,5-dimethylmorpholino)imidazo[1,2-a]pyridine-6-sulfonamide